8-(4-(methoxy)phenyl)-N-(4-((4-methylpiperazin-1-yl)methyl)phenyl)quinazolin-2-amine COC1=CC=C(C=C1)C=1C=CC=C2C=NC(=NC12)NC1=CC=C(C=C1)CN1CCN(CC1)C